C(C1=CC=CC=C1)(=O)OC12CCCN2CC2(C1)CC(C2)(F)F (3,3-difluoro-dihydro-1'H,3'H-spiro[cyclobutane-1,2'-pyrrolizine]-7a'(5'H)-yl) benzoate